C12(CC(C1)C2)N2C(C(N(CC2)CC2=NC=C(N=C2)C2=CC=CC=C2)=O)=O 1-(bicyclo[1.1.1]pentan-1-yl)-4-((5-phenylpyrazin-2-yl)methyl)piperazine-2,3-dione